N-((1H-1,2,4-triazol-5-yl)methyl)-7-cyano-4-(isopropylamino)-5H-pyrido[3,2-b]indole-3-carboxamide N1N=CN=C1CNC(=O)C1=C(C=2NC=3C=C(C=CC3C2N=C1)C#N)NC(C)C